BrC=1C(=NC(=CC1)C(C)(F)F)C 3-bromo-6-(1,1-difluoroethyl)-2-methylpyridine